benzotriazole thiophosphate P(=S)(O)(O)O.N1N=NC2=C1C=CC=C2